NC=1C=CC(=C2CCOC12)C 7-amino-4-methylcoumaran